(2-((R)-4-Cyanothiazolidin-3-yl)-2-oxoethyl)-6-((1R,4R)-4-methoxycyclohexyl)quinoline-4-carboxamide C(#N)[C@H]1N(CSC1)C(CC1=NC2=CC=C(C=C2C(=C1)C(=O)N)C1CCC(CC1)OC)=O